1,4-Dimethyl-6-oxo-N-(5-(4-(trifluoromethyl)phenoxy)-2,3-dihydrobenzofuran-7-yl)piperazine-2-carboxamide CN1C(CN(CC1=O)C)C(=O)NC1=CC(=CC=2CCOC21)OC2=CC=C(C=C2)C(F)(F)F